C(C1=CC=CC=C1)OC1=CC(=NC2=C(N=CC=C12)C1=NNC=C1)N1CCOCC1 4-benzyloxy-2-(morpholin-4-yl)-8-(1H-pyrazol-3-yl)-[1,7]naphthyridine